NC1=C(SC2=NC(=CN=C21)C)C(=O)NC2CC=1C(=CC(=NC1CC2)N2CC(C(C2)C(COC)(F)F)N)F 7-amino-N-{2-[3-amino-4-(1,1-difluoro-2-methoxyethyl)pyrrolidin-1-yl]-4-fluoro-5,6,7,8-tetrahydroquinolin-6-yl}-3-methylthieno[2,3-b]pyrazine-6-carboxamide